2',2''-diamino-N,N-dimethyl-[2,3':5',3''-terpyridine]-5-carboxamide NC1=NC=C(C=C1C1=NC=C(C=C1)C(=O)N(C)C)C=1C(=NC=CC1)N